(2S,4R)-N-(1-(2-chloro-4-(4-methylthiazol-5-yl)phenyl)ethyl)-1-((S)-2-(4-cyclopropyl-1H-1,2,3-triazol-1-yl)-3,3-dimethylbutyryl)-4-hydroxypyrrolidine-2-carboxamide ClC1=C(C=CC(=C1)C1=C(N=CS1)C)C(C)NC(=O)[C@H]1N(C[C@@H](C1)O)C([C@H](C(C)(C)C)N1N=NC(=C1)C1CC1)=O